5-[1-(2-Fluoro-6-methyl-phenyl)-piperidin-4-yl]-7-(4-isopropyl-pyrimidin-5-ylmethyl)-2-methyl-2,4,5,7-tetrahydro-pyrazolo[3,4-d]pyrimidin-6-on FC1=C(C(=CC=C1)C)N1CCC(CC1)N1C(N(C=2C(C1)=CN(N2)C)CC=2C(=NC=NC2)C(C)C)=O